N1(C=NC=2C=NC=CC21)C=2C=C(SC2)C(=O)N 4-(1H-imidazo[4,5-c]pyridin-1-yl)thiophene-2-carboxamide